ethyl 5-(6-((R)-3-methoxytetrahydrofuran-3-yl)-4-methylpyridin-2-yl)-7-(tetrahydrofuran-3-yl)pyrrolo[1,2-c]pyrimidine-3-carboxylate CO[C@@]1(COCC1)C1=CC(=CC(=N1)C=1C=C(N2C=NC(=CC21)C(=O)OCC)C2COCC2)C